FC1=C(C=CC=C1)C1=NC(=NC(=N1)NC1=CC(=NC=C1)F)NC1COC1 (2-Fluoro-phenyl)-N-(2-fluoro-pyridin-4-yl)-N'-oxetan-3-yl-[1,3,5]triazine-2,4-diamine